N-(2-Chloroquinoline-8-sulfonyl)-4-fluoro-6-(3-fluoroazetidin-1-yl)-1-benzofuran-2-carboxamide ClC1=NC2=C(C=CC=C2C=C1)S(=O)(=O)NC(=O)C=1OC2=C(C1)C(=CC(=C2)N2CC(C2)F)F